(R)-2-fluoro-4-(5-methyl-1,3,4-thiadiazol-2-yl)-N-(8-methylisoquinolin-1-yl)-N-(piperidin-3-yl)benzamide hydrochloride salt Cl.FC1=C(C(=O)N([C@H]2CNCCC2)C2=NC=CC3=CC=CC(=C23)C)C=CC(=C1)C=1SC(=NN1)C